CC(C)(C#C)N1[C@@H](CCC1)CO (S)-(1-(2-methylbut-3-yn-2-yl)pyrrolidin-2-yl)methanol